4-(2-Amino-2-methylpropanoyl)-N-(1-(4-(((((cis)-3-aminocyclobutyl)methyl)(ethyl)amino)methyl)phenyl)-2-oxo-1,2-dihydropyrimidin-4-yl)piperazine-1-carboxamide hydrochloride salt Cl.NC(C(=O)N1CCN(CC1)C(=O)NC1=NC(N(C=C1)C1=CC=C(C=C1)CN(CC)C[C@@H]1C[C@@H](C1)N)=O)(C)C